(S)-2-((S)-4,4-difluoro-3-(6-oxo-1,6-dihydropyridin-3-yl)piperidin-1-yl)-N-(5-(4-fluoro-2-(hydroxymethyl)phenoxy)pyridin-2-yl)propionamide FC1([C@H](CN(CC1)[C@H](C(=O)NC1=NC=C(C=C1)OC1=C(C=C(C=C1)F)CO)C)C1=CNC(C=C1)=O)F